N-(4-(2,3-dimethyl-4-nitrophenoxy)pyridin-2-yl)cyclopropanecarboxamide CC1=C(OC2=CC(=NC=C2)NC(=O)C2CC2)C=CC(=C1C)[N+](=O)[O-]